(R,E)-5-(2-(6-(1H-imidazol-1-yl)pyridin-3-yl)vinyl)-2-(2-((2-methoxyethoxy)methyl)-4-(pyridin-2-yl)piperazin-1-yl)pyrimidine N1(C=NC=C1)C1=CC=C(C=N1)/C=C/C=1C=NC(=NC1)N1[C@H](CN(CC1)C1=NC=CC=C1)COCCOC